FC(C=1C=CC(=C(C1)NS(=O)(=O)C1=C(C(=O)O)C=CC(=C1)OC)N1CCCCC1)F (N-(5-(difluoromethyl)-2-(piperidin-1-yl)phenyl)sulfamoyl)-4-methoxybenzoic acid